3-bromo-N,N,2-trimethylaniline BrC=1C(=C(N(C)C)C=CC1)C